2-((4,5-dihydro-1H-imidazol-2-yl)methyl)-1'-((1s,4s)-4-isopropyl-cyclohexyl)-1,2-dihydro-3H-spiro[isoquinoline-4,4'-piperidin]-3-one N1C(=NCC1)CN1CC2=CC=CC=C2C2(CCN(CC2)C2CCC(CC2)C(C)C)C1=O